C(=O)O.C(C)N(CCN1N=C(C(=C1)NC(=O)C=1N=C(SC1)C=1C=NNC1)C1=NC=CC=C1)CC N-(1-(2-(diethylamino)ethyl)-3-(pyridin-2-yl)-1H-pyrazol-4-yl)-2-(1H-pyrazol-4-yl)thiazole-4-carboxamide, Formic Acid Salt